2-[[(1R)-1-[2-(2-Fluorophenyl)-3,6-dimethyl-4-oxo-chromen-8-yl]ethyl]amino]benzoic acid FC1=C(C=CC=C1)C=1OC2=C(C=C(C=C2C(C1C)=O)C)[C@@H](C)NC1=C(C(=O)O)C=CC=C1